O=C(C=CC(=O)NC(CC1=CC=C(C=C1)C)B(O)O)NC1=CC=CC=C1 (1-(4-oxo-4-(phenylamino)but-2-enamido)-2-(p-tolyl)ethyl)boronic acid